9,9'-(2-(3,6-diphenyl-9H-carbazol-9-yl)-4,6-bis(2,6-diphenylpyridin-4-yl)-1,3-phenylene)bis(3-methyl-9H-carbazole) C1(=CC=CC=C1)C=1C=CC=2N(C3=CC=C(C=C3C2C1)C1=CC=CC=C1)C1=C(C(=CC(=C1N1C2=CC=CC=C2C=2C=C(C=CC12)C)C1=CC(=NC(=C1)C1=CC=CC=C1)C1=CC=CC=C1)C1=CC(=NC(=C1)C1=CC=CC=C1)C1=CC=CC=C1)N1C2=CC=CC=C2C=2C=C(C=CC12)C